COCC1=C(C=NN1)C1=CC=C(C(=O)NC2=CC3=C(C=N2)C=C(N3)[C@@H]3N(CCC3)C)C=C1 (R)-4-(5-(methoxymethyl)-1H-pyrazol-4-yl)-N-(2-(1-methylpyrrolidin-2-yl)-1H-pyrrolo[3,2-c]pyridin-6-yl)benzamide